C(C)C(CC(C(C(=O)[O-])S(=O)(=O)O)(C(=O)[O-])CC(CCCC)CC)CCCC.COC=1C=CC2=C(CCC=3C=C4C=CC(=CC4=[O+]C23)OC)C1.COC=1C=CC2=C(CCC=3C=C4C=CC(=CC4=[O+]C23)OC)C1 5,6-dihydro-3,10-dimethoxybenzo[C]xanthylium bis(2-ethylhexyl)sulfosuccinate